7-bromo-2,2-dimethyl-2,3-dihydrobenzo[B][1,4]dioxin BrC=1C=CC2=C(OC(CO2)(C)C)C1